C(C(=C)C)(=O)OCCC1C(OC1)C1=CC=CC=C1 3-(methacryloyloxyethyl)-2-phenyloxetane